1-(4-methoxy-benzyl)-2-methyl-octahydro-isoquinoline COC1=CC=C(CC2N(CCC3CCCCC23)C)C=C1